NC1=NC=CC(=C1Cl)SC=1C=CC=2C(=NC=C(N2)N2[C@H]3CC(C[C@@H]2CC3)N(C(OC(C)(C)C)=O)C)N1 tert-butyl ((1R,3s,5S)-8-(6-((2-amino-3-chloropyridin-4-yl)thio)pyrido[2,3-b]pyrazin-2-yl)-8-azabicyclo[3.2.1]octan-3-yl)(methyl)carbamate